4-amino-7-fluoro-N,1-dimethyl-N-((4S)-7-(trifluoromethyl)-3,4-dihydro-2H-pyrano[2,3-b]pyridin-4-yl)-1H-pyrazolo[4,3-c]-quinoline-8-carboxamide NC1=NC=2C=C(C(=CC2C2=C1C=NN2C)C(=O)N([C@H]2CCOC1=NC(=CC=C12)C(F)(F)F)C)F